(Racemic)-N-((2-(6-(2-(2-hydroxyethyl)morpholino)pyridin-2-yl)-1,6-naphthyridin-7-yl)methyl)-5-(methylsulfonyl)nicotinamide OCC[C@H]1OCCN(C1)C1=CC=CC(=N1)C1=NC2=CC(=NC=C2C=C1)CNC(C1=CN=CC(=C1)S(=O)(=O)C)=O |r|